ClCC1=C(C=CC=C1)S chloromethyl-sulfanyl-benzene